2,2'-bis(dicyclohexylphosphino)-5,5',6,6',7,7',8,8'-octahydro-1,1'-binaphthyl C1(CCCCC1)P(C1=C(C=2CCCCC2C=C1)C1=C(C=CC=2CCCCC12)P(C1CCCCC1)C1CCCCC1)C1CCCCC1